C1(CCCC1)[NH-] cyclopentylamide